2-[[(2-Nitrophenyl)Methoxy]Methyl]Oxirane [N+](=O)([O-])C1=C(C=CC=C1)COCC1OC1